CN(CCN)CC#C N-methyl-N-(prop-2-yn-1-yl)ethane-1,2-diamine